FC=1C(=CC=2C3=C(NC(C2C1)=O)CSC[C@H]3N(C(=O)C=3C=C1C(=CC=CN1C3)F)C)F (S)-N-(8,9-Difluoro-6-oxo-1,4,5,6-tetrahydro-2H-thiopyrano[3,4-c]isoquinolin-1-yl)-8-fluoro-N-methylindolizine-2-carboxamide